N-tert-octyl-3,5-bis-(2,2-dimethylbutylamino)-benzamide C(C)(C)(CC(C)(C)C)NC(C1=CC(=CC(=C1)NCC(CC)(C)C)NCC(CC)(C)C)=O